C(C)C(=C)[Sn](CCCC)(CCCC)CCCC (1-ethyl-vinyl)tributyl-tin